[N+](=O)([O-])C1=NC=C(C=C1)OCCN1CCCC1 nitro-5-(2-(pyrrolidin-1-yl)ethoxy)pyridine